N[C@@H]1CN(CC[C@H]1F)C1=NC2=C(N1CC(=O)N(CC(F)(F)F)C)C=C(C=C2)C(F)(F)F 2-(2-((3R,4R)-3-Amino-4-fluoropiperidin-1-yl)-6-(trifluoromethyl)-1H-benzo[d]imidazol-1-yl)-N-methyl-N-(2,2,2-trifluoroethyl)acetamid